C(C)(=O)OCC(CC)OCCCC ethyl-ethylene glycol monobutyl ether acetate